C(CCCCC)(=O)O.N12CCCCCC2=NCCC1 1,8-diazabicyclo[5.4.0]undec-7-ene hexanoate